C(C)(C)C1=CC=C(C=C1)CC(C)C1SCCN1 2-(1-(4-isopropylphenyl)propan-2-yl)thiazolidine